2-((1r,4R)-4-(piperazin-1-yl)cyclohexyl)-5-(6-(trifluoromethyl)pyridinecarboxamido)-2H-indazole-6-carboxamide hydrochloride Cl.N1(CCNCC1)C1CCC(CC1)N1N=C2C=C(C(=CC2=C1)NC(=O)C1=NC(=CC=C1)C(F)(F)F)C(=O)N